ClC1=NN=C2N1C1=CC=CC=C1C(=N2)N(CC(F)F)C2=CC(=CC(=C2)F)C#CC(C(F)F)(C)C chloro-N-(3-(4,4-difluoro-3,3-dimethylbut-1-yn-1-yl)-5-fluorophenyl)-N-(2,2-difluoroethyl)-[1,2,4]triazolo[4,3-a]quinazolin-5-amine